C(CCCCC)N1C(=[NH+]C=C1)C 1-hexyl-2-methylimidazolium